FC1=C(C=C(C=C1)C=1C=C2C(=CC(=CC2=CC1)S(=O)(=O)O)SOOO)CNC(=O)NC1=CC=C(C=C1)S(=O)(=O)N1CCCCC1 6-(4-fluoro-3-((3-(4-(piperidin-1-ylsulfonyl)phenyl)ureido)methyl)phenyl)-4-(trioxidaneylthio)naphthalene-2-sulfonic acid